4-((R)-10-Acryloyl-1,2-difluoro-14-oxo-8,8a,9,10,11,12-hexahydro-7H,14H-pyrazino[1',2':5,6][1,5]diazocino[3,2,1-hi]indazol-3-yl)-2-amino-7-fluorobenzo[b]thiophene-3-carbonitrile C(C=C)(=O)N1C[C@@H]2N(C(C=3C(=C(C(=C4C=NN(C34)CC2)C2=CC=C(C=3SC(=C(C32)C#N)N)F)F)F)=O)CC1